Methylcycloheptandiol CC1C(CCCCC1)(O)O